(S)-6-(4-(3-((2-(1-hydroxyethyl)-1H-imidazol-1-yl)methyl)isoxazol-5-yl)phenyl)hex-5-ynylamide O[C@@H](C)C=1N(C=CN1)CC1=NOC(=C1)C1=CC=C(C=C1)C#CCCCC[NH-]